CN(P(N(C)C)(N(C)C)=NCCC[Si](OC)(OC)OC)C N,N,N',N',N'',N''-hexamethyl-N'''-[3-(trimethoxysilyl)propyl]phosphorimidic triamide